3-methyl-4H-cyclopenta[d]isoxazol-6(5H)-one CC1=NOC2=C1CCC2=O